ClC=1C2=C(N=CN1)N(C=C2)[C@@H]2C=C([C@H]1OC(O[C@H]12)(C)C)CCC1=CC=C2C=C(C(=NC2=C1)N)F 7-(2-((3aS,4R,6aR)-4-(4-chloro-7H-pyrrolo[2,3-d]pyrimidin-7-yl)-2,2-dimethyl-3a,6a-dihydro-4H-cyclopenta[d][1,3]dioxol-6-yl)ethyl)-3-fluoroquinolin-2-amine